C(C)C1CCC(CC1)CC 1,4-Diethyl-cyclohexan